C(CCC)C(CCCC)OCCO 2-[(1-n-butylpentyl)oxy]ethanol